6-Chloro-3,4-dihydro-2H-1,2,4-benzothiadiazine ClC=1C=CC2=C(NCNS2)C1